6-(1,3-benzoxazol-2-yl)-2-(1-cyclobutylindol-2-yl)-5-hydroxy-3-methylpyrimidin-4-one O1C(=NC2=C1C=CC=C2)C2=C(C(N(C(=N2)C=2N(C1=CC=CC=C1C2)C2CCC2)C)=O)O